tert-Butyl 4-[5-[(2-methoxyethoxy)methyl]pyrimidin-4-yl]piperazine-1-carboxylate COCCOCC=1C(=NC=NC1)N1CCN(CC1)C(=O)OC(C)(C)C